C1(=CC=CC2=CC=CC=C12)C(COC)COC 2-(1-naphthyl)-1,3-dimethoxypropane